[4-(5-tert-butyl-1,2,4-oxadiazol-3-yl)phenyl]-(4-oxazolo[4,5-b]pyridin-2-ylpiperazin-1-yl)methanone C(C)(C)(C)C1=NC(=NO1)C1=CC=C(C=C1)C(=O)N1CCN(CC1)C=1OC=2C(=NC=CC2)N1